(S)-N-(3-amino-1-(3-chlorophenyl)-3-oxopropyl)-4-(3,6-difluoro-2-methylphenyl)-1-methyl-5-(4-(piperidin-4-ylmethyl)benzoyl)-1H-pyrrole-3-carboxamide NC(C[C@@H](C1=CC(=CC=C1)Cl)NC(=O)C1=CN(C(=C1C1=C(C(=CC=C1F)F)C)C(C1=CC=C(C=C1)CC1CCNCC1)=O)C)=O